CC1=CN=C2N1N=C(C=C2)C2=CNC=1N=C(N=CC12)NC1=CC(=CC=C1)N1CCN(CC1)C 5-(3-methylimidazo[1,2-b]pyridazin-6-yl)-N-(3-(4-methylpiperazin-1-yl)phenyl)-7H-pyrrolo[2,3-d]pyrimidin-2-amine